FC1(C[C@H](NC1)C#N)F (S)-4,4-difluoropyrrolidine-2-carbonitrile